Ethyl 2-[4-(1H-tetrazol-1-yl)piperidin-1-yl]-6-azaspiro[3.4]octane-6-carboxylate Ethyl-2-[4-(5-methyl-1H-tetrazol-1-yl)piperidin-1-yl]-6-azaspiro[3.4]octane-6-carboxylate C(C)OC(=O)N1CC2(CC(C2)N2CCC(CC2)N2N=NN=C2C)CC1.N1(N=NN=C1)C1CCN(CC1)C1CC2(C1)CN(CC2)C(=O)OCC